NCCOCCC(=O)N 3-(2-aminoethoxy)propanamide